O=C1N(CCC(N1)=O)C1=C(C(=O)OC2=C(C(=C(C(=C2F)F)F)F)F)C=CC=C1 pentafluorophenyl (2,4-dioxotetrahydropyrimidin-1(2H)-yl)benzoate